5-(5-methyl-1,3,4-thiadiazol-2-yl)-2-{6-[(3S)-3-[(3R)-oxolan-3-ylamino]pyrrolidin-1-yl]pyridazin-3-yl}phenol CC1=NN=C(S1)C=1C=CC(=C(C1)O)C=1N=NC(=CC1)N1C[C@H](CC1)N[C@H]1COCC1